2-(difluoromethoxy)-N-ethyl-6-methoxy-4-[7-[1-(1-methyl-4-piperidinyl)pyrazol-4-yl]imidazo[1,2-a]pyridin-3-yl]benzamide FC(OC1=C(C(=O)NCC)C(=CC(=C1)C1=CN=C2N1C=CC(=C2)C=2C=NN(C2)C2CCN(CC2)C)OC)F